C(C)(C)(C)[Si](C1=CC=CC=C1)(C1=CC=CC=C1)OCCCCCl tert-butyl-(4-chlorobutoxy)-diphenyl-silane